OC(CCCCCCCCCCCCCCCCC(=O)[O-])(O)O.[Li+] lithium trihydroxystearate